(2-methoxycarbonylphenyl)boronic acid COC(=O)C1=C(C=CC=C1)B(O)O